(2Z)-2-cyano-3-[4-(trifluoromethyl)phenyl]prop-2-enamide C(#N)/C(/C(=O)N)=C/C1=CC=C(C=C1)C(F)(F)F